tert-butyl trans-3-(hydroxymethyl)-4-methoxypyrrolidine-1-carboxylate OC[C@@H]1CN(C[C@H]1OC)C(=O)OC(C)(C)C